N,N-diethyl-erucamide ethylaminoacetate C(C)NCC(=O)O.C(C)N(C(CCCCCCCCCCC\C=C/CCCCCCCC)=O)CC